CC1=C(OC2=C(C=C(C=C2C1=O)C)[C@@H](C)NC=1C(=NC=CC1)C(F)(F)F)C=1C=NC=CC1 3,6-Dimethyl-2-(3-pyridyl)-8-[(1R)-1-[[2-(trifluoromethyl)-3-pyridyl]amino]ethyl]chromen-4-one